2,4,6-Trifluoro-N-[6-[(1-methyl-4-piperidinyl)carbonyl]-2-pyridinyl]benzamide FC1=C(C(=O)NC2=NC(=CC=C2)C(=O)C2CCN(CC2)C)C(=CC(=C1)F)F